NC1CCN(CC1)C1=NC=2N(C=N1)N=CC2C(C)C (2-(4-aminopiperidin-1-yl))-8-isopropylpyrazolo[1,5-a][1,3,5]triazine